CC1(CC1)NC(O[C@H]1CO[C@@H](C1)C=1C=NC(=NC1)NC1=C(C=C(C=C1)S(N)(=O)=O)F)=O |o1:7,10| rel-(3R,5S)-5-(2-[(2-fluoro-4-sulfamoylphenyl)amino]pyrimidin-5-yl)oxolan-3-yl N-(1-methylcyclopropyl)carbamate